CN1C[C@H]([C@H](C1)O)O (3R,4S)-1-methylpyrrolidine-3,4-diol